4-amino-2-[7,8-difluoro-1-oxo-2-[(4S)-4-[[6-oxo-5-(trifluoromethyl)-1H-pyridazin-4-yl]amino]pentyl]-6-isoquinolyl]pyrimidine-5-carbonitrile NC1=NC(=NC=C1C#N)C=1C=C2C=CN(C(C2=C(C1F)F)=O)CCC[C@H](C)NC=1C=NNC(C1C(F)(F)F)=O